OC(C1=CC(=C(N=N1)C1=C(C=C(C=C1)C(F)(F)F)O)C)C12CN(C(CC1)CC2)C 2-(6-(hydroxy(2-methyl-2-azabicyclo[2.2.2]oct-4-yl)methyl)-4-methylpyridazin-3-yl)-5-(trifluoromethyl)phenol